N[C@@H](C(=O)N[C@H]1[C@H]2SC([C@@H](N2C1=O)C(=O)OCC1CCCCC1)(C)C)C1=CC=CC=C1 (2S,5R,6R)-cyclohexylmethyl 6-((R)-2-amino-2-phenylacetamido)-3,3-dimethyl-7-oxo-4-thia-1-azabicyclo[3.2.0]heptane-2-carboxylate